N1N=CC(=C1)C=1C2=C(C(=NC1)NCC=1C=C(C(=O)NCCC3=CC=NC=C3)C=CC1)CCO2 3-(((7-(1H-Pyrazol-4-yl)-2,3-dihydrofuro[3,2-c]pyridin-4-yl)amino)methyl)-N-(2-(pyridin-4-yl)ethyl)benzamid